4-[1-[4-(3-ethoxyphenyl)-2-fluorophenyl]ethyl]piperazin C(C)OC=1C=C(C=CC1)C1=CC(=C(C=C1)C(C)N1CCNCC1)F